1-Octylamine C(CCCCCCC)N